C(C=C)(=O)OCCC[Si](OC)(OC)OC 3-acryloxypropyl-tri-methoxysilane